FC1=C(C=CC(=C1)I)O 2-fluoro-4-iodo-phenol